methoxymethyl 5-bromo-4-hydroxy-2-methoxymethoxy-3,6-xylenecarboxylate BrC=1C(=C(C(=C(C1C)C(=O)OCOC)OCOC)C)O